FC1(CC(C1)NCC1=CC(=C2CN(C(C2=C1)=O)C1=CC(=CC=C1)C1(CC(C1)OC)C1=NN=CN1C)C(F)(F)F)C 6-(((3-fluoro-3-methylcyclobutyl)amino)methyl)-2-(3-((1r,3r)-3-methoxy-1-(4-methyl-4H-1,2,4-triazol-3-yl)cyclobutyl)phenyl)-4-(trifluoromethyl)isoindolin-1-one